C1(=CC=CC=C1)CCCC1=NOC(=N1)[C@H]1N(C[C@@H](C1)O)C1=CC2=CC=C(C=C2C=C1)C(N)=O 3-(3-phenylpropyl)-5-[(2S,4R)-4-hydroxy-1-(6-carbamoyl-2-naphthyl)pyrrolidin-2-yl]-1,2,4-oxadiazole